(S)-4-(5-(3-((2-((S)-3-carboxybutanoyl)-7-chloro-6-methoxyisoindolin-5-yl)oxy)propoxy)-7-fluoro-6-hydroxybenzo[b]thiophen-2-yl)-2-methyl-4-oxobutanoic acid C(=O)(O)[C@H](CC(=O)N1CC2=C(C(=C(C=C2C1)OCCCOC1=CC2=C(SC(=C2)C(C[C@@H](C(=O)O)C)=O)C(=C1O)F)OC)Cl)C